(R)-3-((6-methylquinolin-4-yl)amino)pyrrolidine-1-carboxylic acid tert-butyl ester C(C)(C)(C)OC(=O)N1C[C@@H](CC1)NC1=CC=NC2=CC=C(C=C12)C